tert-butyl 2-(6-chloro-2-oxo-2,3-dihydro-1H-pyrrolo[3,2-c]pyridin-1-yl)acetate ClC1=CC2=C(C=N1)CC(N2CC(=O)OC(C)(C)C)=O